O=C1NC(=C(C=C1C(=O)N)C1=CC=C(C=C1)CN1C(COCC1)=O)C(F)(F)F 2-oxo-5-(4-((3-oxomorpholino)methyl)phenyl)-6-(trifluoromethyl)-1,2-dihydropyridine-3-carboxamide